isopropyl ((2-methoxyethoxy)(4-nitrophenoxy)phosphoryl)-L-alaninate COCCOP(=O)(OC1=CC=C(C=C1)[N+](=O)[O-])N[C@@H](C)C(=O)OC(C)C